FC1(C(CN(CC1)C1=C(C(=O)OC)C=C(C=N1)C(F)(F)F)C)F methyl 2-(4,4-difluoro-3-methylpiperidin-1-yl)-5-(trifluoromethyl)nicotinate